ClC1=CC=C(CNC(NCCCCCC(=O)NC2CCCC2)=O)C=C1 6-(3-(4-chlorobenzyl)ureido)-N-cyclopentylhexanamide